ClC=1C=C(C(=NC1)OC1=C(C=C(C=C1)C=1C=C(C=CC1)CC(=O)O)F)F 2-(3-{4-[(5-chloro-3-fluoropyridin-2-yl)oxy]-3-fluorophenyl}phenyl)acetic acid